ClC1=NC(=CC=C1N1CCN(CC1)CC=1C=C(C=2C3=C(C(NC2C1)=O)COC3)F)C(NCC)=O 7-((4-(2-chloro-6-(ethylcarbamoyl)pyridin-3-yl)piperazin-1-yl)methyl)-9-fluoro-3,5-dihydrofuro[3,4-c]quinolin-4(1H)-one